C[C@H]1C[C@H](C2=CC=CC=C12)O (1R,3S)-3-methyl-2,3-dihydro-1H-inden-1-ol